4-[1-(4-fluoro-3-methoxy-phenyl)-4-hydroxy-2-(2-hydroxy-1,1-dimethyl-ethyl)indol-3-yl]Benzoic acid FC1=C(C=C(C=C1)N1C(=C(C2=C(C=CC=C12)O)C1=CC=C(C(=O)O)C=C1)C(CO)(C)C)OC